N-((5-fluoro-6-(isoxazol-5-ylmethoxy)-1H-indol-2-yl)methyl)-1-methylcyclopropane-1-carboxamide FC=1C=C2C=C(NC2=CC1OCC1=CC=NO1)CNC(=O)C1(CC1)C